ClC1=C(C=CC=C1)/C=C/C=O (E)-3-(2-chlorophenyl)acrolein